3-[2-[(4-methoxyphenyl)methylsulfanyl]thiazol-5-yl]-morpholino-methanone COC1=CC=C(C=C1)CSC=1SC(=CN1)C1COCCN1C=O